2-methoxy-3-(trifluoromethyl)phenol COC1=C(C=CC=C1C(F)(F)F)O